ClC1=CC(=C(COC2=NC=CC(=N2)C2=CC(=C(C=3CCOC32)CC3=NC2=C(N3C[C@H]3OCC3)C=C(C=C2OC)C(=O)O)F)C=C1)F (S)-2-((7-(2-((4-chloro-2-fluorobenzyl)oxy)pyrimidin-4-yl)-5-fluoro-2,3-dihydrobenzofuran-4-yl)methyl)-4-methoxy-1-(oxetan-2-ylmethyl)-1H-benzo[d]imidazole-6-carboxylic acid